(R)-1,1-Difluoro-1-(3-(1-((7-methoxy-6-(2-methoxyethoxy)-2-methylquinazolin-4-yl)amino)ethyl)-2-methylphenyl)-2-methylpropan-2-ol FC(C(C)(O)C)(C1=C(C(=CC=C1)[C@@H](C)NC1=NC(=NC2=CC(=C(C=C12)OCCOC)OC)C)C)F